COC(C(=COC)C1=C(C=CC=C1)COC1=C(C=CC(=C1)C)C)=O [2-(2,5-dimethyl-phenoxymethyl)-phenyl]-3-methoxy-acrylic acid methyl ester